ClC1=CC=C2C=CNC2=C1C=1N=NC=CC1 6-chloro-7-(pyridazin-3-yl)-1H-indole